C(C1=CC=CC=C1)NC(=O)C1=NN2C(NC3=C(C2=O)CCC3)=N1 N-benzyl-8-oxo-5,6,7,8-tetrahydro-4H-cyclopenta[d][1,2,4]triazolo[1,5-a]pyrimidine-2-carboxamide